[Br-].CN1C=[NH+]C=C1 1-methylimidazolium bromide salt